C(C)(=O)OC(C(=O)NC1=CC(=C(C=C1)B1OC(C(O1)(C)C)(C)C)Cl)C1=CC(=CC=C1)F 2-((3-chloro-4-(4,4,5,5-tetramethyl-1,3,2-dioxaborolan-2-yl)phenyl)amino)-1-(3-fluorophenyl)-2-oxoethyl acetate